C(C(=O)O)(=O)O.NCC1CC12CCN(CC2)C(=O)OC(C)(C)C tert-butyl 1-(aminomethyl)-6-azaspiro[2.5]octane-6-carboxylate oxalic acid salt